CN([C@@]1(CN(CCC1)C1=CC(=C(C=C1)S(=O)(=O)NC=1SC=CN1)F)CCC1=CC(=CC=C1)C(F)(F)F)C (S)-4-(3-(Dimethylamino)-3-(3-(trifluoromethyl)-phenethyl)piperidin-1-yl)-2-fluoro-N-(thiazol-2-yl)benzenesulfonamide